C(C)OC(=O)C1=C(C2=C(NC3=CC=C(C=C23)OCC2=CC(=CC=C2)F)C=N1)COC.FC1=CC=C(NCC=2OC(=NN2)C=2C=NC=CC2)C=C1 4-fluoro-N-((5-(pyridin-3-yl)-1,3,4-oxadiazol-2-yl)methyl)aniline ethyl-6-((3-fluorobenzyl)oxy)-4-(methoxymethyl)-9H-pyrido[3,4-b]indole-3-carboxylate